[N+](#[C-])CCN1CCC2=CC=CC=C12 N-2-ISOCYANOETHYL-2,3-DIHYDROINDOLE